ClC1=C2C=C(N(C2=CC=C1Cl)C)C(=O)N[C@@]1(COCC1)C1=C(C=C(C(=O)O)C=C1)C |r| (±)-4-[3-[(4,5-dichloro-1-methyl-indole-2-carbonyl)amino]tetrahydro-furan-3-yl]-3-methyl-benzoic acid